C(CCC)OCCOCCOCC1=CC2=C(OCO2)C=C1CCC 5-[2-(2-butoxyethoxy)ethoxymethyl]-6-propyl-1,3-benzodioxole